C(C1=CC=CC=C1)(=O)O[C@@H]1[C@H](O[C@@]([C@@H]1O)(C#N)C1=CC=C2C(=NC=NN21)N)CO[Si](C2=CC=CC=C2)(C2=CC=CC=C2)C(C)(C)C (2R,3S,4R,5R)-5-(4-aminopyrrolo[2,1-f][1,2,4]triazin-7-yl)-2-(((tert-butyldiphenylsilyl) oxy) methyl)-5-cyano-4-hydroxytetrahydrofuran-3-yl benzoate